S(C#N)CC thiocyanoethane